C1(CCCC1)[C@@H](C(=O)N1[C@@H](C[C@H](C1)O)C(=O)NCC1=CC=C(C=C1)C1=C(N=CS1)C)N1C(C2=CC=CC=C2C1)=O (2S,4R)-1-((S)-2-cyclopentyl-2-(1-oxoisoindolin-2-yl)acetyl)-4-hydroxy-N-(4-(4-methylthiazol-5-yl)benzyl)pyrrolidine-2-carboxamide